Methyl 5-((2-(2-((tert-butoxycarbonyl)amino)acetamido)ethyl)carbamoyl)-2-(2-(4-fluorophenyl)butanamido)-4-methylthiophene-3-carboxylate C(C)(C)(C)OC(=O)NCC(=O)NCCNC(=O)C1=C(C(=C(S1)NC(C(CC)C1=CC=C(C=C1)F)=O)C(=O)OC)C